C1=CCC=CC1 1,4-cyclohexadien